(E)-1-(3-(4-amino-5-(7-methoxy-5-methylbenzothiophen-2-yl)-7H-pyrrolo[2,3-d]pyrimidin-7-yl)pyrrolidin-1-yl)-4-(dimethylamino)but-2-en-1-one NC=1C2=C(N=CN1)N(C=C2C=2SC1=C(C2)C=C(C=C1OC)C)C1CN(CC1)C(\C=C\CN(C)C)=O